7-bromo-4-iodo-2,3-dihydrobenzofuran BrC1=CC=C(C=2CCOC21)I